CNC=1N=CC(=C2C=C(N=CC12)NC(=O)C1CC1)C1=CC(=NN1C1OCCCC1)C1=CC=CC=C1 N-(8-(methylamino)-5-(3-phenyl-1-(tetrahydro-2H-pyran-2-yl)-1H-pyrazol-5-yl)-2,7-naphthyridin-3-yl)cyclopropanecarboxamide